N-[1-[3-(4-acetyltriazol-1-yl)pyrazin-2-yl]ethyl]3,5-bis(trifluoromethyl)benzamide C(C)(=O)C=1N=NN(C1)C=1C(=NC=CN1)C(C)NC(C1=CC(=CC(=C1)C(F)(F)F)C(F)(F)F)=O